FC1=C(CC=2NC(=NN2)C(=O)NC2=NC=CC(=C2)C2=C(C=CC(=C2)OCC(C)(C)O)Cl)C=CC=C1 5-(2-Fluorobenzyl)-N-(4-(2-chloro-5-(2-hydroxy-2-methylpropoxy)phenyl)pyridin-2-yl)-4H-1,2,4-triazole-3-carboxamide